ClC=1C(=NC=CC1SC=1N=C(C(=NC1)N1CCC2([C@@H]([C@@H](OC2)C)N)CC1)S(=O)C)N1CCCC1 (3S,4S)-8-(5-((3-chloro-2-(pyrrolidin-1-yl)pyridin-4-yl)thio)-3-(methylsulfinyl)-pyrazin-2-yl)-3-methyl-2-oxa-8-azaspiro[4.5]decan-4-amine